4-bromo-3-ethoxybenzonitrile BrC1=C(C=C(C#N)C=C1)OCC